N-eicosapentaenoyl-glutamic acid C(C=CC=CC=CC=CC=CCCCCCCCCC)(=O)N[C@@H](CCC(=O)O)C(=O)O